1-((4aR,6R,7R,8R,8aR)-6-(azidomethyl)-7-methoxy-2,2-dimethylhexahydropyrano[3,2-d][1,3]dioxin-8-yl)-4-(4-chloro-2,3-difluorophenyl)-1H-1,2,3-triazole N(=[N+]=[N-])C[C@@H]1[C@@H]([C@H]([C@H]2OC(OC[C@H]2O1)(C)C)N1N=NC(=C1)C1=C(C(=C(C=C1)Cl)F)F)OC